(R)-3-(1-(5-chloro-4-fluoro-2-(methylthio)-8,9-dihydro-10H-7-oxa-1,3,6,10-tetraazacyclohepta[de]naphthalen-10-yl)ethyl)-5-fluoro-N,N-bis(4-methoxybenzyl)pyridin-2-amine ClC1=C(C=2N=C(N=C3C2C(=N1)OCCN3[C@H](C)C=3C(=NC=C(C3)F)N(CC3=CC=C(C=C3)OC)CC3=CC=C(C=C3)OC)SC)F